(4-(8-fluoroquinolin-4-yl)piperazin-1-yl)methanone FC=1C=CC=C2C(=CC=NC12)N1CCN(CC1)C=O